13-Bromo-19,21-difluoro-14-hydroxy-16,16-dioxo-5-(trifluoromethyl)-9-oxa-16λ6-thia-6,17-diazatetracyclo[16.3.1.111,15.02,7]tricosa-1(22),2(7),3,5,11,13,15(23),18,20-nonaen-10-one BrC=1C=C2C(OCC=3N=C(C=CC3C=3C(=CC(=C(NS(C(C1O)=C2)(=O)=O)C3)F)F)C(F)(F)F)=O